(S)-N-((1R,5S,8S)-3-(6-methylpyrimidin-4-yl)-3-azabicyclo[3.2.1]oct-8-yl)-7-(2,3,4-trifluorophenoxy)-6,7-dihydro-5H-pyrrolo[1,2-b][1,2,4]triazol-2-amine CC1=CC(=NC=N1)N1C[C@H]2CC[C@@H](C1)C2NC=2N=C1N(N2)CC[C@@H]1OC1=C(C(=C(C=C1)F)F)F